4-(4-chloro-2-fluorophenyl)-6,7-dimethyl-2-((2S,4S)-2-(2-methylpyridin-4-yl)tetrahydro-2H-pyran-4-yl)pteridine ClC1=CC(=C(C=C1)C1=NC(=NC2=NC(=C(N=C12)C)C)[C@@H]1C[C@H](OCC1)C1=CC(=NC=C1)C)F